N-ethyl-3-carbazolyl-formaldehyde C(C)N1C2=CC=CC=C2C=2C=C(C=CC12)C=O